C(C(=O)O)(=O)O.C(C1=CC=CC=C1)N[C@H]1CC[C@H](NC1)C(=O)OCC ethyl (2s,5s)-5-(benzylamino)-piperidine-2-carboxylate oxalate